C1(=CC=CC=C1)C1=C(C(=CC=C1)C1=CC=CC=C1)NC1=CC=C(C=C1)C1=C(C=CC=C1C=1C=CC2=C(OC3=C2C=CC=C3)C1)N1C3=CC=CC=C3C=3C=C(C=CC13)C#N 9-(4'-([1,1':3',1''-terphenyl]-2'-ylamino)-6-(dibenzo[b,d]furan-3-yl)-[1,1'-biphenyl]-2-yl)-9H-carbazole-3-carbonitrile